tert-butyl (S)-(3-(4-bromophenyl)-2-(dimethylamino)propyl)carbamate BrC1=CC=C(C=C1)C[C@@H](CNC(OC(C)(C)C)=O)N(C)C